FC1=C(C=CC=C1)C1=CC2=C(C(N3C(CO2)CNCC3)=O)C=N1 3-(2-fluorophenyl)-7,8,9,10-tetrahydro-6H-pyrazino[2,1-c]pyrido[3,4-f][1,4]oxazepin-12(6aH)-one